I.FC(C1=CC=C(CN)C=C1)(F)F 4-trifluoromethyl-benzylamine hydroiodide